4-(2-(((tert-butyldimethylsilyl)oxy)methyl)pyrrolidin-1-yl)-1-isopropyl-3-methyl-N-(1-(3,4,5-trimethoxyphenyl)-1H-imidazol-4-yl)-1H-pyrazolo[3,4-d]pyrimidin-6-amine [Si](C)(C)(C(C)(C)C)OCC1N(CCC1)C1=C2C(=NC(=N1)NC=1N=CN(C1)C1=CC(=C(C(=C1)OC)OC)OC)N(N=C2C)C(C)C